Methyl 2-(4-[5-amino-4-cyano-1-[1,1,1-trifluoropropan-2-yl]pyrazol-3-yl]phenyl)propanoate NC1=C(C(=NN1C(C(F)(F)F)C)C1=CC=C(C=C1)C(C(=O)OC)C)C#N